2-(hydroxymethyl)-3-methyloxolane OCC1OCCC1C